5-(4-((2-(cyclopentylamino)pyrimidin-5-yl)methoxy)phenyl)-2-oxo-6-(trifluoromethyl)-1,2-dihydropyridine-3-carboxamide C1(CCCC1)NC1=NC=C(C=N1)COC1=CC=C(C=C1)C=1C=C(C(NC1C(F)(F)F)=O)C(=O)N